COCCOC1=CC=C(C=C1)C=1SC=C(N1)C(C)(C)NC(OC1CCN2CCC1CC2)=O 1-Azabicyclo[3.2.2]nonan-4-yl (2-(2-(4-(2-methoxyethoxy)phenyl)thiazol-4-yl)propan-2-yl)carbamate